[Br-].C1(=CC=CC=C1)C(F)(F)F benzotrifluoride bromide